7-(1-chloro-5-methoxy-9-oxo-9,10-dihydroacridine-4-carboxamido)heptanoic acid ClC1=CC=C(C=2NC3=C(C=CC=C3C(C12)=O)OC)C(=O)NCCCCCCC(=O)O